3-((3-iodopyridin-2-yl)amino)-5,5-dimethylcyclohex-2-enone IC=1C(=NC=CC1)NC1=CC(CC(C1)(C)C)=O